trans-tert-butyl N-(4-((3-(N'-(2-chloro-5-fluoro-phenyl)carbamimidoyl)-6-(1-methylpyrazol-4-yl)pyrrolo[1,2-b]pyridazin-4-yl)amino)cyclohexyl)carbamate ClC1=C(C=C(C=C1)F)N=C(N)C1=C(C=2N(N=C1)C=C(C2)C=2C=NN(C2)C)N[C@@H]2CC[C@H](CC2)NC(OC(C)(C)C)=O